C(C)(C)(C)OC(=O)N1CC(CCC1)NCC=1C(C2=CC(=C(C=3OCC(N(C1)C32)C)F)F)=O 3-[(6,7-difluoro-2-methyl-10-oxo-4-oxa-1-azatricyclo[7.3.1.05,13]tridecane-5(13),6,8,11-tetraen-11-yl)methylamino]piperidine-1-carboxylic acid tert-butyl ester